N-(4-(5-methyl-3-(trifluoromethyl)-1H-pyrazol-1-yl)phenyl)-1,1-diphenylmethanimine CC1=CC(=NN1C1=CC=C(C=C1)N=C(C1=CC=CC=C1)C1=CC=CC=C1)C(F)(F)F